COS(=O)(=O)[O-].OC(C[N+](C)(C)C(CO)C)C (2-hydroxypropyl)-(1-methyl-2-hydroxyethyl)-dimethylammonium methylsulfate